3-(Di-isobutoxy-thiophosphoryl-mercapto)-2-methyl-propionic acid C(C(C)C)OP(=S)(OCC(C)C)SCC(C(=O)O)C